[N-]=C=O.CC1=CC(=NN1)C dimethylpyrazole Isocyanate